3,3'-(4-methylyl-1,3-phenylene)bis(1,1-dimethylurea) C=C1C(C=C(C=C1)NC(N(C)C)=O)NC(N(C)C)=O